bis(3-(methylamino)propyl)triethoxysilane CNCCCC(CO[SiH](OCC)OCC)CCCNC